S1C2=C(C=C1)C(=CC=C2)N2CCN(CC2)CCCCOC2=CC=C1C=CC(N(C1=C2)COC(COCCOCCOC)=O)=O [2-(2-Methoxyethoxy)ethoxy]acetic acid 7-[4-(4-benzo[b]thiophen-4-ylpiperazin-1-yl)butoxy]-2-oxo-2H-quinolin-1-ylmethyl ester